1-[(3S,5R)-5-(methoxymethyl)-1-(prop-2-enoyl)pyrrolidin-3-yl]-5-(methylamino)-3-(2-[pyrazolo[1,5-a]pyrimidin-5-yl]ethynyl)pyrazole-4-carboxamide COC[C@H]1C[C@@H](CN1C(C=C)=O)N1N=C(C(=C1NC)C(=O)N)C#CC1=NC=2N(C=C1)N=CC2